C(C)(C)(C)OC(=O)NC/C(/COC=1C=C2CCN(C(C2=CC1)=O)CC(=O)O)=C\F 2-[6-[(E)-2-[(tert-butyloxycarbonylamino)methyl]-3-fluoro-allyloxy]1-oxo-3,4-Dihydroisoquinolin-2-yl]Acetic acid